FC=1C=C2C(=C(C=NC2=CC1)C(=O)N1CCN(CC1)S(=O)(=O)C)N1CCC2(CCCC2=O)CC1 8-(6-fluoro-3-(4-(methylsulfonyl)piperazine-1-carbonyl)quinolin-4-yl)-8-azaspiro[4.5]decan-1-one